5-[4-[5-(4-fluorophenyl)-3-oxo-6,7-dihydro-5H-pyrrolo[2,1-c][1,2,4]triazol-2-yl]phenoxy]-4-methyl-thiazole-2-carboxamide FC1=CC=C(C=C1)C1CCC2=NN(C(N21)=O)C2=CC=C(OC1=C(N=C(S1)C(=O)N)C)C=C2